The molecule is a hexanoic acid having a 5-methyl-2-oxoimidazolidin-4-yl group at the 6-position. It has a role as an Escherichia coli metabolite. It is a monocarboxylic acid, a member of ureas and an imidazolidinone. It derives from a hexanoic acid. It is a conjugate acid of a dethiobiotin(1-) and a (4R,5S)-dethiobiotin(1-). CC1C(NC(=O)N1)CCCCCC(=O)O